3-[3-[[ethyl(methyl)sulfamoyl]amino]-2,6-difluoro-benzoyl]-5-[2-[4-[2-[2-(4-nitrophenyl)-2,6-diazaspiro[3.3]heptan-6-yl]acetyl]piperazin-1-yl]pyrimidin-5-yl]-1H-pyrrolo[2,3-b]pyridine C(C)N(S(=O)(=O)NC=1C(=C(C(=O)C2=CNC3=NC=C(C=C32)C=3C=NC(=NC3)N3CCN(CC3)C(CN3CC2(CN(C2)C2=CC=C(C=C2)[N+](=O)[O-])C3)=O)C(=CC1)F)F)C